tert-butyl (S)-2-(3,5-dichloroisonicotinamido)-3-(4-(5-(2-(2-(2-(2-hydroxyethoxy) ethoxy)ethoxy)ethoxy)-2-methyl-3-oxo-2,3-dihydropyridazin-4-yl)phenyl)propanoate ClC1=C(C(=O)N[C@H](C(=O)OC(C)(C)C)CC2=CC=C(C=C2)C=2C(N(N=CC2OCCOCCOCCOCCO)C)=O)C(=CN=C1)Cl